[Zn].C(C)(=O)CC(C)=O acetylacetone zinc salt